N-(4-cyclohexylphenyl)-N-(3'',5,5''-tri-tert-butyl-1,1':3',1''-terphenyl-5-yl)-9,9-dimethyl-9H-fluoren-2-amine C1(CCCCC1)C1=CC=C(C=C1)N(C1=CC=2C(C3=CC=CC=C3C2C=C1)(C)C)C1(CC=CC(=C1)C1=CC(=CC=C1)C1=CC(=CC(=C1)C(C)(C)C)C(C)(C)C)C(C)(C)C